C(C)N(CCNC(=O)C=1C(=C(NC1C)\C=C\1/C(NC2=CC=C(C=C12)C(=O)N(C)C)=O)C)CC (Z)-3-((4-((2-(diethylamino)ethyl)carbamoyl)-3,5-dimethyl-1H-pyrrol-2-yl)methylene)-N,N-dimethyl-2-oxoindoline-5-carboxamide